C1(CC1)C(C(=O)NC1=CC(=C(C=C1)B1OC(C(O1)(C)C)(C)C)C(F)F)=C 2-Cyclopropyl-N-(3-(difluoromethyl)-4-(4,4,5,5-tetramethyl-1,3,2-dioxaborolan-2-yl)phenyl)acrylamide